BrC=1C=C(C=C(C1O)Br)C(=O)C1=C(N(C2=NC=CC=C21)C)CC (3,5-dibromo-4-hydroxyphenyl)(2-ethyl-1-methyl-1H-pyrrolo[2,3-b]pyridin-3-yl)methanone